9-[4-(3,6-diphenyl-N-carbazolyl)phenyl]-10-phenylanthracene C1(=CC=CC=C1)C=1C=CC=2N(C3=CC=C(C=C3C2C1)C1=CC=CC=C1)C1=CC=C(C=C1)C=1C2=CC=CC=C2C(=C2C=CC=CC12)C1=CC=CC=C1